N-[(1R,2S)-2,3-dihydro-2,6-dimethyl-1H-indene-1-yl]-6-[(1RS)-1-fluoroethyl]-1,3,5-triazine-2,4-diamine C[C@@H]1[C@H](C2=CC(=CC=C2C1)C)NC1=NC(=NC(=N1)N)[C@@H](C)F |&1:19|